CC1=NOC(=C1C1=CC=C2C=CN(C2=C1)CC1=CC(=CC(=C1)F)F)C 3,5-dimethyl-4-(1-(3,5-difluorobenzyl)-1H-indol-6-yl)isoxazole